CNC=1C(=CC=CC1OCC1(CC1)S(=O)(=O)C1(CC1)C)N N1-methyl-6-((1-((1-methylcyclopropyl)sulfonyl)cyclopropyl)methoxy)benzene-1,2-diamine